silver (I) tosylate S(=O)(=O)([O-])C1=CC=C(C)C=C1.[Ag+]